FC(C1=NN=C(S1)N1C(N(C2=C1C=C(C(=C2)F)S(=O)(=O)NC2(COC2)C#N)CC)=O)F 3-{3-[5-(difluoromethyl)-1,3,4-thiadiazol-2-yl]-1-ethyl-6-fluoro-2-oxo-1,3-dihydro-1,3-benzimidazol-5-ylsulfonylamino}-3-oxetanecarbonitrile